tert-butyl((1R,3r,5S)-8-((4-(difluoromethoxy) phenyl) sulfonyl)-8-azabicyclo[3.2.1]oct-3-yl) carbamate C(N)(O[C@H]1C[C@]2(CC[C@@H](C1)N2S(=O)(=O)C2=CC=C(C=C2)OC(F)F)C(C)(C)C)=O